C1(=CC=C(C=C1)NC1=CC=C(C=2C(C3=CC=CC=C3C(C12)=O)=O)NC1=CC=C(C=C1)C)C 1,4-di-p-toluidino-anthraquinon